(2S)-5-amino-2-(t-butoxycarbonylamino)-5-oxopentanoic acid NC(CC[C@@H](C(=O)O)NC(=O)OC(C)(C)C)=O